N-(6-chloro-4-methoxypyridin-3-yl)-3-(6-fluoro-3-isopropylpyridin-2-yl)-1-sulfamoyl-azetidine-3-carboxamide ClC1=CC(=C(C=N1)NC(=O)C1(CN(C1)S(N)(=O)=O)C1=NC(=CC=C1C(C)C)F)OC